(2S)-2-(4-(8-((tert-butyldimethylsilyl)oxy)-5,6,7,8-tetrahydro-[1,2,4]triazolo[4,3-a]pyridine-6-carbonyl)-3,3-dimethylpiperazin-1-yl)-N-(5-(2,4-difluorophenoxy)pyrazin-2-yl)propanamide [Si](C)(C)(C(C)(C)C)OC1C=2N(CC(C1)C(=O)N1C(CN(CC1)[C@H](C(=O)NC1=NC=C(N=C1)OC1=C(C=C(C=C1)F)F)C)(C)C)C=NN2